P(=S)(OC1=CC=C(C=C1)C)(OC1=CC=C(C=C1)C)[O-].[Na+] Sodium dicresyl monothiophosphate